N-((4-(4-(tert-butyl)phenyl)-4,5,6,7-tetrahydropyrazolo[1,5-a]pyrimidin-6-yl)methyl)acrylamide C(C)(C)(C)C1=CC=C(C=C1)N1C=2N(CC(C1)CNC(C=C)=O)N=CC2